{4-[4-(trifluoromethyl)pyridin-3-yl]piperidin-1-yl}methanone FC(C1=C(C=NC=C1)C1CCN(CC1)C=O)(F)F